N-[4-(3-chloro-2-fluoro-anilino)-7-[2-[(3R)-3-fluoro-1-methyl-pyrrolidin-3-yl]ethynyl]quinazolin-6-yl]prop-2-enamide ClC=1C(=C(NC2=NC=NC3=CC(=C(C=C23)NC(C=C)=O)C#C[C@]2(CN(CC2)C)F)C=CC1)F